[Si](C1=CC=CC=C1)(C1=CC=CC=C1)(C(C)(C)C)O[C@@H]1CC[C@H](CC1)C(CC)(O)C=1C=C(C(=C(C(=O)O)C1)C(C1=CC=C(C=C1)Cl)=O)F (+)-5-(1-(trans-4-((tert-butyldiphenylsilyl)oxy)cyclohexyl)-1-hydroxypropyl)-2-(4-chlorobenzoyl)-3-fluorobenzoic acid